P(=O)(=O)CN1CCN(CC1)CP(=O)=O 1,4-bis(phosphomethyl)piperazine